CC=1C(=NC=NC1C)N1CCN(CC1)CC=1OC2=C(N1)C=CC=C2C(F)(F)F 2-((4-(5,6-dimethylpyrimidin-4-yl)piperazin-1-yl)methyl)-7-(trifluoromethyl)benzo[d]oxazole